(S)-4-[4-(1-acetamidoethyl)phenylamino]-7-methoxy-6-(3-chloropropoxy)quinazoline C(C)(=O)N[C@@H](C)C1=CC=C(C=C1)NC1=NC=NC2=CC(=C(C=C12)OCCCCl)OC